N-Methyl-N-[(2S,4S)-2-methylpiperidin-4-yl]-5-[5-(1H-pyrazol-4-yl)pyrazin-2-yl][1,3]thiazolo[5,4-d][1,3]thiazol-2-amin Hydrochlorid Cl.CN(C=1SC=2N=C(SC2N1)C1=NC=C(N=C1)C=1C=NNC1)[C@@H]1C[C@@H](NCC1)C